C(C)(=O)O.CC1=C(C(=O)PC2=CC=CC=C2)C(=CC(=C1)C)C 2,4,6-trimethylbenzoylphenylphosphine Acetate